CN1CC(C1)(C)[C@@](C=1C=C(C=NC1)C#CC(C)(C)N1C(N(CC1)C)=O)(C1=CC=C(C=C1)C(C)C)O 1-(3-{5-[(R)-(1,3-Dimethyl-azetidin-3-yl)-hydroxy-(4-isopropyl-phenyl)-methyl]-pyridin-3-yl}-1,1-dimethyl-prop-2-ynyl)-3-methyl-imidazolidin-2-one